ClC=1C=C2C3=C(N(C2=C(C1)C=1C=NN(C1)C1=C(C=CC=C1Cl)Cl)CC(F)(F)F)C=NC=C3 6-Chloro-8-[1-(2,6-dichloro-phenyl)-1H-pyrazol-4-yl]-9-(2,2,2-trifluoro-ethyl)-9H-pyrido[3,4-b]indole